BrC1=C(C=CC=C1)N1CCN(CC1)CC=1C=C2C(N(C(C2=CC1)=O)N1C(NC(CC1)=O)=O)=O 5-((4-(2-bromophenyl)piperazin-1-yl)methyl)-2-(2,4-dioxotetrahydropyrimidine-1(2H)-yl)isoindoline-1,3-dione